ClC=1C2=C(C(=NC1)N)C(=NN2C(C)C)C2=NOC(=C2C2=NC=CC=C2)C2CC2 7-chloro-3-(5-cyclopropyl-4-(pyridin-2-yl)isoxazol-3-yl)-1-isopropyl-1H-pyrazolo[4,3-C]pyridin-4-amine